4-(3-Chloro-2-fluoro-6-methoxyphenyl)-N-(5-(1-fluorocyclopropyl)-1,3,4-thiadiazol-2-yl)-6-methylnicotinamide ClC=1C(=C(C(=CC1)OC)C1=CC(=NC=C1C(=O)NC=1SC(=NN1)C1(CC1)F)C)F